CN1N=C(C2=CC=C(C=C12)[C@@H]1C[C@@H](NCC1)C)C1C(NC(CC1)=O)=O 3-[1-methyl-6-[(2s,4s)-2-methyl-4-piperidinyl]indazol-3-yl]piperidine-2,6-dione